CC1=C(C2=NC=CC=C2N1)C(CN1CCCCC1)=O 1-(2-Methyl-1H-pyrrolo[3,2-b]pyridin-3-yl)-2-piperidin-1-yl-ethanone